10-chloro-5,6,6a,7-tetrahydro-4H-dibenzo[de,g]quinoline hydrochloride Cl.ClC=1C=CC2=C(C3=C4C(CCNC4C2)=CC=C3)C1